NC1=NN=C(N1C(=O)OC(C)(C)C)C1=NC=CC=C1 tert-butyl 3-amino-5-(pyridin-2-yl)-4H-1,2,4-triazole-4-carboxylate